NC=1C=C2C(N(C=NC2=CC1)CCN1CCCCC1)=O 6-amino-3-(2-(piperidin-1-yl)ethyl)quinazolin-4(3H)-one